C(C)(C)(C)S(=O)N1C(=C(C=CC=C1)CC)C(=O)OCC ethyl (2R,3R)-1-(tert-butylsulfinyl)-3-ethylazepine-2-carboxylate